ClC1=NC=C(C(=C1F)N1C(C(=C(C=C1C)[C@@H]1[C@H](C1)C=1C=NC=C(C1)Cl)Cl)=O)C 2',3-dichloro-4-((1S,2S)-2-(5-chloropyridin-3-yl)cyclopropyl)-3'-fluoro-5',6-dimethyl-2H-[1,4'-bipyridin]-2-one